C(=O)(OC(C)(C)C)NC(=O)OCCCN1C2=C(N(C(C3=C1C=CC=C3)=O)CCOC3OCCCC3)C=CC(=C2)Cl tert-butyl {3-[7-chloro-10-[2-(tetrahydro-2H-pyran-2-yloxy)ethyl]-11-oxo-10,11-dihydro-5H-dibenzo[b,e][1,4]diazepin-5-yl]propyl} imidodicarbonate